CC1=C2C=CC(=CC2=NN1C)N(C)C3=NC(=NC=C3)Cl N-(2-chloropyrimidin-4-yl)-N,2,3-trimethyl-2H-indazol-6-amine